C(#N)C1(CCC1)C1=CC(=NC=C1)N1N=CC(=C1)S(=O)(=O)NC=1C(=CC=C2C=NN(C12)C)OC 1-[4-(1-cyanocyclobutyl)pyridin-2-yl]-N-(6-methoxy-1-methylindazol-7-yl)pyrazole-4-sulfonamide